C(C1=CC=CC=C1)C1=NC(=NN1)C(=O)N[C@@H]1CCC2=C(N(C1=O)C([2H])([2H])[2H])C=C(C=C2)N2CC1(C2)CCOCC1 |r| (±)-5-Benzyl-N-(1-(methyl-d3)-2-oxo-8-(7-oxa-2-azaspiro[3.5]nonan-2-yl)-2,3,4,5-tetrahydro-1H-benzo[b]azepin-3-yl)-1H-1,2,4-triazole-3-carboxamide